2-(4-((4-(3-(4-cyano-3-(trifluoromethyl)phenyl)-5,5-dimethyl-4-oxo-2-thioxoimidazolidin-1-yl)-2-ethylphenoxy)methyl)piperidin-1-yl)-N-(3-(2,6-dioxopiperidin-3-ylamino)phenyl)acetamide C(#N)C1=C(C=C(C=C1)N1C(N(C(C1=O)(C)C)C1=CC(=C(OCC2CCN(CC2)CC(=O)NC2=CC(=CC=C2)NC2C(NC(CC2)=O)=O)C=C1)CC)=S)C(F)(F)F